ClC1=C(C2=C(C=3C(=NC(=NC13)S(=O)(=O)CC)OCOCC[Si](C)(C)C)COC2)C2=CC=C(C=1SC(=C(C12)C#N)NC(OC(C)(C)C)=O)F tert-Butyl (4-(5-chloro-3-(ethylsulfonyl)-1-((2-(trimethylsilyl)ethoxy) methoxy)-7,9-dihydrofuro[3,4-f]quinazolin-6-yl)-3-cyano-7-fluorobenzo[b]thiophen-2-yl)carbamate